(2-Ethoxybenzyl)-2-fluorocyclohexane-1,4-diamine C(C)OC1=C(CC2(C(CC(CC2)N)F)N)C=CC=C1